[Mg].[Si] silicon compound with magnesium